ClC1=CC=C(OC(OP(=O)=N[C@H](C(=O)OC)C)C=2C=NC(=C(C2CO)O)C)C=C1 (2S)-Methyl 2-((4-chlorophenoxy)((5-hydroxy-4-(hydroxymethyl)-6-methylpyridin-3-yl)methoxy)phosphorylamino)propanoate